2-(4-chloro-3-fluoro-phenoxy)acetamidine ClC1=C(C=C(OCC(=N)N)C=C1)F